bis[(pentamethylcyclopentadienyl)dichloro-rhodium] C[C]1[C]([C]([C]([C]1C)C)C)C.C[C]1[C]([C]([C]([C]1C)C)C)C.Cl[Rh]Cl.Cl[Rh]Cl